OC1=C(C=C(C(=C1C)C)CC1=C(C(=CC(=C1)CC)CC1=CC(=C(C(=C1C)C)O)C)O)C 2,6-bis[(4-hydroxy-3,5,6-trimethylphenyl)methyl]-4-ethylphenol